ClC=1C=C(C=CC1Cl)N1N=C(C=C1O)C 1-(3,4-dichlorophenyl)-3-methyl-1H-pyrazol-5-ol